FC1(CC(C1)CC(=O)N[C@@H](C(C)C)C1=CC=2N(N=C1)C=C(N2)[C@H](C2CCC(CC2)(F)F)NC(OC(C)(C)C)=O)F |o1:9| tert-Butyl ((S)-(7-((S*)-1-(2-(3,3-difluorocyclobutyl)acetamido)-2-methylpropyl)imidazo[1,2-b]pyridazin-2-yl)(4,4-difluorocyclohexyl)methyl)carbamate